Bisindolylmaleimide C1=CC=C2C(=C1)C(=CN2)C3=C(C(=O)NC3=O)C4=CNC5=CC=CC=C54